3-(1-isopropyl-1H-benzo[d][1,2,3]triazol-5-yl)-5-(2-(methylthio)phenyl)-1,2,4-oxadiazole C(C)(C)N1N=NC2=C1C=CC(=C2)C2=NOC(=N2)C2=C(C=CC=C2)SC